NC=1C2=C(N=CN1)N(C=C2C2=C(C=C(C=C2)NC([C@@H](O)C2=CC(=CC=C2)F)=O)C)C (S)-N-(4-(4-amino-7-methyl-7H-pyrrolo[2,3-d]pyrimidin-5-yl)-3-methylphenyl)-2-(3-fluorophenyl)-2-hydroxyacetamide